(4-fluorophenyl)indole FC1=CC=C(C=C1)C=1NC2=CC=CC=C2C1